BrC(CC(=O)O)(Br)Br tribromopropionic acid